1,1,1,3,3,3-Hexafluoropropan-2-yl (R)-1-(isoxazol-4-ylcarbamoyl)-6-azaspiro[2.5]octane-6-carboxylate O1N=CC(=C1)NC(=O)[C@@H]1CC12CCN(CC2)C(=O)OC(C(F)(F)F)C(F)(F)F